ClC1=C(C(=CC=C1)OC(F)(F)F)CCC(=O)[O-] 3-(2-chloro-6-(trifluoromethoxy)phenyl)-propanoate